CNC1=CC=C(C=C1)C=1C(=C(C=NC1)C(=O)OC)C(=O)OC dimethyl 5-(4-(methylamino)phenyl)pyridine-3,4-dicarboxylate